C(C)(C)(C)C1=CC(=NC=C1)C=1NC2=CC=C(C(=C2C1)C)SC(C(=O)O)(C)C 2-((2-(4-(tert-butyl)pyridin-2-yl)-4-methyl-1H-indol-5-yl)thio)-2-methylpropanoic acid